tert-butyl N-cyclopropyl-N-[1-[7-[(6,8-dimethylimidazo[1,2-a]pyrazin-2-yl)carbamoyl]-2-(fluoromethyl)-pyrazolo[1,5-a]-pyridin-4-yl]-4-piperidyl]carbamate C1(CC1)N(C(OC(C)(C)C)=O)C1CCN(CC1)C=1C=2N(C(=CC1)C(NC=1N=C3N(C=C(N=C3C)C)C1)=O)N=C(C2)CF